C12C=NCC2CCC1 3-azabicyclo[3.3.0]oct-2-ene